ClC=1C=C2C(=NC(N(C2=CC1OCCOC)C)=O)N1CCOCC2=C1C=CC=C2C#CC2(CC2)C(F)(F)F 6-chloro-7-(2-methoxyethoxy)-1-methyl-4-(6-((1-(trifluoromethyl)cyclopropyl)ethynyl)-2,3-dihydrobenzo[e][1,4]oxazepin-1(5H)-yl)quinazolin-2(1H)-one